C(C=C)OC(=O)N[C@H](C(=O)O)CO (S)-2-(((allyloxy)carbonyl)amino)-3-hydroxypropionic acid